NCC1=CC=C2C=CC3=CC=CC4=CC=C1C2=C34 1-aminomethyl-pyrene